ClC1=CC2=C(N(C(N=C2N2[C@H](CN(CC2)C(C=C)=O)C)=O)C2=CC=NN2C(C)C)N=C1C1=C(C=CC=C1O)F 6-chloro-7-(2-fluoro-6-hydroxy-phenyl)-4-((2S)-2-methyl-4-(2-propenoyl)-1-piperazinyl)-1-(1-(2-propanyl)-1H-pyrazol-5-yl)pyrido[2,3-d]pyrimidin-2(1H)-one